tert-butyl (5R,5'S)-5'-carbamoyl-6-oxo-7,8-dihydro-6H-spiro[imidazo[1,2-a]pyrazine-5,3'-pyrrolidine]-1'-carboxylate C(N)(=O)[C@@H]1C[C@@]2(CN1C(=O)OC(C)(C)C)C(NCC=1N2C=CN1)=O